(E)-N-(4-(2-cyanoethenyl)-2,6-dimethylphenyl)methanesulfonamide C(#N)/C=C/C1=CC(=C(C(=C1)C)NS(=O)(=O)C)C